FC(C(=O)O)(F)F.FC(C(=O)O)(F)F.NC1=CC=C(C(=N1)C)CNC([C@H](C)NC(=O)[C@@H]1NC[C@H](C1)CC=1SC(=C(C1)Br)Cl)=O (2R,4R)-N-((S)-1-(((6-amino-2-methylpyridin-3-yl)methyl)amino)-1-oxopropan-2-yl)-4-((4-bromo-5-chlorothiophene-2-yl)methyl)pyrrolidine-2-carboxamide di-trifluoroacetate